NC=1C=C(C2=C(N=C(S2)C)C1N1C[C@H](CC1)NC(OC(C)(C)C)=O)Cl (S)-tert-Butyl 1-(5-amino-7-chloro-2-methylbenzo[d]thiazol-4-yl)pyrrolidin-3-ylcarbamate